methylenebis(N,N-diglycidyl-aniline) C(C1=C(N(CC2CO2)CC2CO2)C=CC=C1)C1=C(N(CC2CO2)CC2CO2)C=CC=C1